(R)-1-methyl-2-(3-((5-(trifluoromethyl)pyrimidin-2-yl)amino)piperidin-1-yl)-1H-benzo[d]imidazol-5-amine CN1C(=NC2=C1C=CC(=C2)N)N2C[C@@H](CCC2)NC2=NC=C(C=N2)C(F)(F)F